C1CCCC12CNCCC2CN2C=NC(=CC2=O)C2=CC=CC=C2 3-((7-azaspiro[4.5]decan-10-yl)methyl)-6-phenylpyrimidin-4(3H)-one